F[C@H]1CN(CC[C@H]1NC=1C=2N(C=CC1)C(=C(N2)C#CCNC2=C(C=C(C(=O)NC)C=C2)OC)C(C(F)(F)F)(F)F)C 4-{[3-(8-{[(3S,4R)-3-fluoro-1-methylpiperidin-4-yl]amino}-3-(1,1,2,2,2-pentafluoroethyl)imidazo[1,2-a]pyridin-2-yl)prop-2-yn-1-yl]amino}-3-methoxy-N-methylbenzamide